BrCC1=C([C@@H](N=C(N1)C=1SC=CN1)C1=C(C(=C(C=C1)CC)F)C)C(=O)[O-] (S)-6-(bromomethyl)-4-(3-fluoro-Ethyl 2-methylphenyl)-2-(thiazol-2-yl)-1,4-dihydropyrimidine-5-carboxylate